FC=1C(=C(C=CC1F)[C@H]1[C@@H](O[C@]([C@H]1C)(C(F)(F)F)C)C(=O)NC1=CC(=NC=C1)C(=O)N)OCCO 4-((2R,3S,4S,5R)-3-(3,4-difluoro-2-(2-hydroxyethoxy)phenyl)-4,5-dimethyl-5-(trifluoromethyl)tetrahydrofuran-2-carboxamido)pyridineamide